N-(3-fluoro-4-((2-(5-(((2-methoxyethyl)amino)methyl)pyridin-2-yl)thieno[3,2-b]pyridin-7-yl)oxy)phenyl)-N'-(4-fluorophenyl)cyclopropane-1,1-dicarboxamide FC=1C=C(C=CC1OC1=C2C(=NC=C1)C=C(S2)C2=NC=C(C=C2)CNCCOC)NC(=O)C2(CC2)C(=O)NC2=CC=C(C=C2)F